C(#N)N=C(NCCCCCCNC(C1=NC=CC=C1)=O)NC=1C=NC=CC1 N-(6-(2-cyano-3-(pyridin-3-yl)guanidino)hexyl)picolinamide